COC(\C=C\C1=CC(=C(C=C1)F)F)=O (E)-3-(3,4-difluorophenyl)acrylic acid methyl ester